BrC1=CC(=NC=N1)CCN 2-(6-bromopyrimidin-4-yl)ethanamine